C(CCCCCCCCC)[C@@H]1[C@H](C(N([C@H](C(N[C@H](C(N[C@H](C(N[C@H](C(NCC(O1)=O)=O)CO)=O)CO)=O)C(C)C)=O)CC(C)C)C)=O)C (6S,9S,12S,15S,18R,19R)-19-decyl-6,9-bis(hydroxymethyl)-15-isobutyl-12-isopropyl-16,18-dimethyl-1-oxa-4,7,10,13,16-pentazacyclononadecane-2,5,8,11,14,17-hexone